FC1(CCN(CC1)C1=CC=C(C=N1)C1=C2C=C(C(=CC2=CC=2C=COC21)OC)OC)F 9-(6-(4,4-difluoropiperidin-1-yl)pyridin-3-yl)-6,7-dimethoxynaphtho[2,3]furan